The molecule is an organophosphate oxoanion that is the conjugate base of ethyl dihydrogen phosphate arising from deprotonation of one of the OH groups of the phosphate. It has a role as an epitope and a phosphoantigen. It is a conjugate base of an ethyl dihydrogen phosphate. It is a conjugate acid of an ethyl phosphate(2-). CCOP(=O)(O)[O-]